C(CC)[Si](OC)(OC)C propyl-methyl-dimethoxyl-silane